Cl.N[C@H](C(=O)OC)CC1CCCCC1 methyl (2S)-2-azanyl-3-cyclohexyl-propanoate hydrochloride